CC(CC)CCCCC(CC)C 3,8-dimethyldecane